N-[(5-chloro-6-{[5-(trifluoromethyl)-3-isoxazolyl]methoxy}-2-indolyl)methyl]1-methylcyclopropanecarboxamide ClC=1C=C2C=C(NC2=CC1OCC1=NOC(=C1)C(F)(F)F)CNC(=O)C1(CC1)C